1-methyl-3-(((5-(trifluoromethyl)imidazol-2-yl)methyl)amino)imidazolidine-2-one CN1C(N(CC1)NCC=1NC(=CN1)C(F)(F)F)=O